C(C)(=O)NC1=NC(N([C@H]2C[C@H](O)[C@@H](CO)O2)C=C1)=O N4-acetyl-deoxycytidine